3,3-diethyl-pentane hydroxide [OH-].C(C)C(CC)(CC)CC